6-(1-(8-cyclobutyl-8-azabicyclo[3.2.1]oct-3-yl)piperidin-4-yl)-1,4-dimethyl-2-(4-(methylsulfonyl)phenyl)-1H-benzo[d]imidazole C1(CCC1)N1C2CC(CC1CC2)N2CCC(CC2)C=2C=C(C1=C(N(C(=N1)C1=CC=C(C=C1)S(=O)(=O)C)C)C2)C